ClC1=NC=C(C(=N1)C1=NNN=C1)F 2-chloro-5-fluoro-4-(2H-1,2,3-triazol-4-yl)pyrimidine